CC1NC(NC2=CC=CC=C12)=S 4-methyl-3,4-dihydro-quinazolin-2(1H)-thione